2-FORMYL-1H-BENZOIMIDAZOLE-5-CARBOXYLIC ACID METHYL ESTER COC(=O)C1=CC2=C(NC(=N2)C=O)C=C1